Cl.N[C@@H](C(=O)O)CC1=CC=C(C=C1)OCC (R)-2-amino-3-(4-ethoxyphenyl)propionic acid hydrochloride